4-((3-(2-cyanoacetyl)naphthalen-2-yloxy)methyl)piperidine-1-carboxylic acid tert-butyl ester C(C)(C)(C)OC(=O)N1CCC(CC1)COC1=CC2=CC=CC=C2C=C1C(CC#N)=O